cis-1-(3-(tert-butoxy)-3-oxopropyl)-3-(4-(methoxycarbonyl)phenyl)cyclopentane-1-carboxylic acid C(C)(C)(C)OC(CC[C@@]1(C[C@H](CC1)C1=CC=C(C=C1)C(=O)OC)C(=O)O)=O